C1(CCCC1)N1C2=NC(=NC=C2N=C1NC1=CC=CC=C1)NC1=CC=C(C=C1)N1CCN(CC1)CC1=C2CN(C(C2=CC=C1)=O)C1C(NC(CC1)=O)=O 3-(4-((4-(4-((9-cyclopentyl-8-(phenylamino)-9H-purin-2-yl)amino)phenyl)piperazin-1-yl)methyl)-1-oxoisoindolin-2-yl)piperidine-2,6-dione